((1R,2S)-2-phenylcyclopropyl)-3-((6-phenylpyridazin-3-yl)amino)adamantane-1-carboxamide C1(=CC=CC=C1)[C@@H]1[C@@H](C1)C1C2(CC3CC(CC1(C3)NC=3N=NC(=CC3)C3=CC=CC=C3)C2)C(=O)N